P(=O)(=O)NP([O-])([O-])=O phospho-phosphoramidate